BrC1=CC=CC2=C1SC1=C2C=CC=2C=CC=CC21 10-Bromobenzo[b]naphtho[2,1-d]thiophene